C(C=C)(=O)N1[C@H](CN(CC1)C=1C2=C(N=C(N1)OCC13CCCN3CCC1)N=C(C(=C2)Cl)C2=CC=CC1=CC=C(C(=C21)Cl)F)CC#N (S)-2-(1-acryloyl-4-(6-chloro-7-(8-chloro-7-fluoronaphthalen-1-yl)-2-((tetrahydro-1H-pyrrolizin-7a(5H)-yl)methoxy)pyridino[2,3-d]pyrimidin-4-yl)piperazin-2-yl)acetonitrile